OC1=CC=C(CN2C(C3=CC=C(C=C3C2=O)C(=O)N)=O)C=C1 2-(4-hydroxybenzyl)-1,3-dioxoisoindoline-5-carboxamide